(S)-N-((S)-3-(4-(dimethylamino)phenylsulfonamido)-2-methylpropyl)-3-(3-methoxyphenyl)piperidine-1-sulfonamide CN(C1=CC=C(C=C1)S(=O)(=O)NC[C@@H](CNS(=O)(=O)N1C[C@@H](CCC1)C1=CC(=CC=C1)OC)C)C